P(=O)([O-])([O-])[O-].[Na+].[Na+].[Na+] sodium monophosphate